1H-Indole-3-carbothioamide N1C=C(C2=CC=CC=C12)C(N)=S